tert-Butyl 3-(4-(2-(((benzyloxy)carbonyl)amino)ethyl)phenyl)-6,7-dihydropyrazolo[1,5-a]pyrazine-5(4H)-carboxylate C(C1=CC=CC=C1)OC(=O)NCCC1=CC=C(C=C1)C=1C=NN2C1CN(CC2)C(=O)OC(C)(C)C